O[C@H]1CN(CC1)CCCOC1=C(C(=CC=C1)C1=C(C(=CC=C1)OCCCN1C[C@@H](CC1)O)C)C#N 3,3'-bis(3-((R)-3-hydroxypyrrolidin-1-yl)propoxy)-2'-methyl-[1,1'-biphenyl]-2-carbonitrile